methyl 2-ethyl-4-[[4-(trifluoromethyl)phenyl]methyl]indazole-3-carboxylate C(C)N1N=C2C=CC=C(C2=C1C(=O)OC)CC1=CC=C(C=C1)C(F)(F)F